(R)-4-(8-(3-aminopiperidin-1-yl)-3-(6-fluoro-1-methyl-1H-benzo[d][1,2,3]triazol-5-yl)imidazo[1,2-a]pyrazin-2-yl)-2-fluorobenzonitrile N[C@H]1CN(CCC1)C=1C=2N(C=CN1)C(=C(N2)C2=CC(=C(C#N)C=C2)F)C2=CC1=C(N(N=N1)C)C=C2F